C(CC(=O)OCCN1CCOCC1)(=O)OCC1=CC=CC=C1 benzyl (2-morpholinoethyl) malonate